(R)-N-(3,3-difluoro-1-(methylsulfonyl)piperidin-4-yl)-5-(1-(2,2-difluoropropyl)-1H-benzo[d][1,2,3]triazol-6-yl)-6-fluoro-4-methoxypyrrolo[2,1-f][1,2,4]triazin-2-amine FC1(CN(CC[C@H]1NC1=NN2C(C(=N1)OC)=C(C(=C2)F)C=2C=CC1=C(N(N=N1)CC(C)(F)F)C2)S(=O)(=O)C)F